N,N'-dimethylpiperazine N,N'-dioxide C[N+]1(CC[N+](CC1)(C)[O-])[O-]